1-(2-bromo-4-iodophenyl)-N,N-dimethylmethylamine BrC1=C(C=CC(=C1)I)CN(C)C